ClC1=CC(=C(C=C1)C(C(=O)OCC)(F)F)OCC ethyl 2-(4-chloro-2-ethoxyphenyl)-2,2-difluoroacetate